CC1=C(C=2N(C=C1C=1NC3=CC=C(C=C3C1C(C)C)C1CCC(CC1)N1CCOCC1)N=CN2)C 4-(4-(2-(7,8-Dimethyl-[1,2,4]triazolo[1,5-a]pyridin-6-yl)-3-isopropyl-1H-indol-5-yl)cyclohexyl)morpholin